ClC=1C=C(C=C(C1)Cl)CC(=O)O 3,5-dichlorophenylacetic acid